C(CC(O)(C(=O)OC1CC(CCC1C(C)C)C)CC(=O)OC1CC(CCC1C(C)C)C)(=O)OC1CC(CCC1C(C)C)C tri-menthyl citrate